tert-butyl N-{2-fluoro-3-[(7-hydroxy-4,4-dimethyl-2-oxo-3,4-dihydro-2H-1,3-benzoxazin-3-yl)methyl]phenyl}carbamate FC1=C(C=CC=C1CN1C(OC2=C(C1(C)C)C=CC(=C2)O)=O)NC(OC(C)(C)C)=O